C(C)(C)(C)OC(=O)N1CC(C1)CNC(C)C 3-((Isopropylamino)methyl)azetidine-1-carboxylic acid tert-butyl ester